BrC=1C=NN(C1C1=NC=CC=C1)COCC[Si](C)(C)C 2-[[4-bromo-5-(2-pyridyl)pyrazol-1-yl]methoxy]ethyl-trimethyl-silane